C(CCC)C1=CN=C(O1)C 5-butyl-2-methyl-oxazole